3,5-di-tert-butyl-4-hydroxybenzoic acid ethyl ester C(C)OC(C1=CC(=C(C(=C1)C(C)(C)C)O)C(C)(C)C)=O